C1(CCCCC1)CCC(=O)N1[C@@H](CCC1)C(=O)N[C@H](C(=O)NC1=CC=C(C=C1)OC)C1=CC=C(C=C1)OC (S)-1-(3-cyclohexylpropanoyl)-N-((S)-1-(4-methoxyphenyl)-2-((4-methoxyphenyl)amino)-2-oxoethyl)pyrrolidine-2-carboxamide